3-bromo-5-chloro-1-methyl-1H-pyrazolo[3,4-b]Pyridine BrC1=NN(C2=NC=C(C=C21)Cl)C